O[C@@H](C(=O)N1OCC[C@H]1C1=CC=CC=C1)C (2R)-2-hydroxy-1-[(3S)-3-phenyl-1,2-oxazolidin-2-yl]propan-1-one